P(OCCC(C)C)(OCC=NO)=O isoamyl (2-(hydroxyimino) ethyl) phosphonate